C(C1=CC=CC=C1)N1N=C(C=C1)C(F)F 1-benzyl-3-(difluoromethyl)pyrazole